1-(4-cyclobutoxyphenyl)cyclopropane-1-carbonitrile C1(CCC1)OC1=CC=C(C=C1)C1(CC1)C#N